BrC1=C(C=C(C(=O)NC=2C=NC(=CC2)C2=C(C=C(C=C2)C2=NOC(=N2)C)C2CC2)C=C1)OCCN(C)C 4-bromo-N-(6-(2-cyclopropyl-4-(5-methyl-1,2,4-oxadiazol-3-yl)phenyl)pyridin-3-yl)-3-(2-(dimethylamino)ethoxy)benzamide